C(C)(=O)ON1CCN(CCC1)OC(C)=O 1,4-diazacycloheptane-1,4-diyl diacetate